ClC=1C=C(C=NC1CN1CCN(CC1)C1=CC=NC=C1)C(=O)O[Li] [5-chloro-6-[[4-(4-pyridyl)piperazin-1-yl]methyl]pyridine-3-carbonyl]oxylithium